COC1=CC=C(C=C1)C1=NN2C(=NC=3C=CC=CC3C2=N1)[C@@](N)(C)C(=O)NCCN1CCOCC1 2-[2-(4-methoxyphenyl)[1,2,4]triazolo[1,5-c]quinazolin-5-yl]-N-[2-(morpholin-4-yl)ethyl]-D-alaninamide